C(C)N(CC)CCCCCCCCCCCCC N,N-diethyltridecylamine